FC=1C=C(CC2=NC=CC=C2)C=C(C1)C(F)(F)F 2-(3-fluoro-5-(trifluoromethyl)benzyl)pyridin